C(C1=CC=CC=C1)OC(=O)N[C@H](C(=O)N(C)[C@H]([C@@H](CC(=O)N1[C@@H](CCC1)[C@@H]([C@H](C(=O)OC)C)OC)OC)[C@H](CC)C)C(C)C methyl (2R,3R)-3-((S)-1-((3R,4S,5S)-4-((S)-2-(((benzyloxy)carbonyl)amino)-N,3-dimethylbutanamido)-3-methoxy-5-methylheptanoyl)pyrrolidin-2-yl)-3-methoxy-2-methylpropanoate